[F].[F].[F].[F].[C] carbon tetrafluorine